C1(=CC=C(C=C1)N1C(=NC(=C1C1=CC=CC=C1)C1=CC=CC=C1)C1=CC=C(C=C1)ONNC(\C=C/C1=C(C=CC=C1)O)=O)C1=CC=C(C=C1)N1C(=NC(=C1C1=CC=CC=C1)C1=CC=CC=C1)C1=CC=C(C=C1)ONNC(\C=C/C1=C(C=CC=C1)O)=O ((([1,1'-biphenyl]-4,4'-diylbis(4,5-diphenyl-1H-imidazole-1,2-diyl))bis(4,1-phenylene))bis(oxy))bis(N'-((Z)-2-hydroxybenzylidene)acetylhydrazine)